C1(CC1)C1=C(C=CC(=N1)CO)C(F)(F)F [6-cyclopropyl-5-(trifluoromethyl)-2-pyridyl]methanol